3-((2,6-dimethylbenzyl)oxy)-4-nitrobenzoic acid CC1=C(COC=2C=C(C(=O)O)C=CC2[N+](=O)[O-])C(=CC=C1)C